GLUCOPYRANOSYL-DIPHENYLMETHANE C1([C@H](O)[C@@H](O)[C@H](O)[C@H](O1)CO)C(C1=CC=CC=C1)C1=CC=CC=C1